(1S,4R,5S)-4-carbamoyl-2,6-diazabicyclo[3.2.0]Heptane-2-carboxylic acid tert-butyl ester C(C)(C)(C)OC(=O)N1[C@H]2CN[C@H]2[C@@H](C1)C(N)=O